C(CCCCC)C1=CC=C(C=C1)C1(C2=CC(=CC=C2C=2C=CC(=CC12)OB(O)O)OB(O)O)C1=CC=C(C=C1)CCCCCC [9,9-bis(4-hexylphenyl)-9H-fluorene-2,7-diyl]Bis[boric acid]